4-(2-fluoro-3-methoxyphenoxy)benzene FC1=C(OC2=CC=CC=C2)C=CC=C1OC